methylenebis(thiophenylsulfonate) C(SC1=C(C=CC=C1)S(=O)(=O)[O-])SC1=C(C=CC=C1)S(=O)(=O)[O-]